4-methyl-5-oxo-3-(propan-2-yl)-4,5-dihydro-1H-1,2,4-triazol-1-yl-2-{[(2S)-4-methylpentan-2-yl]oxy}-N-(1,3-oxazol-2-yl)benzamide CN1C(=NN(C1=O)C=1C(=C(C(=O)NC=2OC=CN2)C=CC1)O[C@@H](C)CC(C)C)C(C)C